CC1(NC=C(C2=C1N=NC(=C2)N)C2=NN1C(C=CC(=C1)N1CCOCC1)=N2)N 8-methyl-5-(6-morpholino-[1,2,4]triazolo[1,5-a]pyridin-2-yl)pyrido[3,4-c]pyridazine-3,8-diamine